ClC1=NC(=NC(=N1)C=1C=CC2=C(OC3=C2C=CC=C3)C1)C1=CC=CC=C1 2-chloro-4-(dibenzo[B,d]furan-3-yl)-6-phenyl-1,3,5-triazine